Tetramethyl-ammonium hydroxid [OH-].C[N+](C)(C)C